COC(COCCOCCO)N aminotriethylene glycol monomethyl ether